2,N4,N6-tris(4-aminophenyl)-1,3,5-triazine-2,4,6-triamine NC1=CC=C(C=C1)C1(NC(=NC(=N1)NC1=CC=C(C=C1)N)NC1=CC=C(C=C1)N)N